C(C1=CC=CC=C1)N1[C@@H]2C=3C=C(N=CC3[C@H]1C(=C2C(=O)OC)C(=O)OC)C(=O)OC trimethyl (5R,8S)-9-benzyl-5,8-dihydro-5,8-epiminoisoquinoline-3,6,7-tricarboxylate